ClC1=CC(=C(C=C1)N1CCC(CC1)(C(=O)N[C@@H]1CN(CC1)C)C=1C=NC(=C(C1)F)C=1N(C=CC1)C)C#N 1-(4-chloro-2-cyanophenyl)-4-[5-fluoro-6-(1-methyl-1H-pyrrol-2-yl)pyridin-3-yl]-N-[(3S)-1-methylpyrrolidin-3-yl]piperidine-4-carboxamide